C(#N)C1=CC(=C(COC2=CC=CC(=N2)C2CCN(CC2)CC=2N(C3=C(N2)SC(=C3)C(=O)OCC)C[C@H]3OCC3)C=C1)F Ethyl (S)-2-((4-(6-((4-cyano-2-fluorobenzyl) oxy) pyridin-2-yl) piperidin-1-yl) methyl)-1-(oxetan-2-ylmethyl)-1H-thieno[2,3-d]imidazole-5-carboxylate